10,11-epoxypentacyclo[7.4.0.12,5.17,13.08,12]pentadeca-3-ene C12C3C=CC(CC4C5C2C2C(C5C1C4)O2)C3